hydroxylammonium periodate I(=O)(=O)(=O)[O-].O[NH3+]